N-(2-Amino-3-fluoro-4-((4-(trifluoromethyl)benzyl)amino)phenyl)-2,3-difluorononanamid NC1=C(C=CC(=C1F)NCC1=CC=C(C=C1)C(F)(F)F)NC(C(C(CCCCCC)F)F)=O